FC(C1=NN(C(=N1)C1=C2CCN(C(C2=CC(=C1)CN1C(=NC=C1)C)=O)[C@@H](C)C1=NC=C(C#N)C(=C1)OCC)C)F (S)-6-(1-(5-(3-(difluoromethyl)-1-methyl-1H-1,2,4-triazol-5-yl)-7-((2-methyl-1H-imidazol-1-yl)methyl)-1-oxo-3,4-dihydroisoquinolin-2(1H)-yl)ethyl)-4-ethoxynicotinonitrile